(2S)-2-amino-3-{4-[(2-amino-3-sulfanylpropionyl)amino]phenyl}propanoic acid N[C@H](C(=O)O)CC1=CC=C(C=C1)NC(C(CS)N)=O